2-(2-Aminopyridin-4-yl)-N-(6-(6-methoxypyridin-3-yl)-2,2-dimethyl-2,3-dihydrobenzofuran-5-yl)oxazole-4-carboxamide NC1=NC=CC(=C1)C=1OC=C(N1)C(=O)NC=1C(=CC2=C(CC(O2)(C)C)C1)C=1C=NC(=CC1)OC